9-(Bromomethyl)anthracene BrCC=1C2=CC=CC=C2C=C2C=CC=CC12